thieno[2,3-d]thiophene S1C=CC2=C1C=CS2